di-(γ-triethoxysilylpropyl)amine C(C)O[Si](CCCNCCC[Si](OCC)(OCC)OCC)(OCC)OCC